bis[2-(di-ethylphosphino)ethyl]amine iron (II) [Fe+2].C(C)P(CCNCCP(CC)CC)CC